1-(5-amino-1H-inden-6-yl)ethan-1-one NC=1C=C2C=CCC2=CC1C(C)=O